C(C)(C)(C)OC(=O)N1[C@@H](COCC1)C=1C=C(C=C2CCN(CC12)C(C(C)(C)O)=O)C=1N=C2C(=NC1)NC=C2Cl (R)-3-(6-(7-chloro-5H-pyrrolo[2,3-b]pyrazin-2-yl)-2-(2-hydroxyl-2-Methylpropanoyl)-1,2,3,4-tetrahydroisoquinolin-8-yl)morpholine-4-carboxylic acid tert-butyl ester